N-(3-phenylnaphthyl)-2-(tert-butyl)-indole-13C C1(=CC=CC=C1)C=1C=C(C2=CC=CC=C2C1)N1[13C](=CC2=CC=CC=C12)C(C)(C)C